1-((E)-3-{4-[3-(3,5-difluorophenyl)-4-methyl-7-(tetrahydropyran-2-yloxy)-2H-chromen-2-yl]-phenyl}allyl)-3-fluoromethylazetidine FC=1C=C(C=C(C1)F)C=1C(OC2=CC(=CC=C2C1C)OC1OCCCC1)C1=CC=C(C=C1)/C=C/CN1CC(C1)CF